5-(3-methoxyphenyl)-7-methyl-N-(2-methylbut-3-yn-2-yl)pyrazolo[1,5-a]Pyrimidine-3-carboxylic acid COC=1C=C(C=CC1)C1=NC=2N(C(=C1)C)N(CC2C(=O)O)C(C)(C#C)C